C(CC)C(CC(=O)[O-])(CC(=O)[O-])C1=CC=CC=C1 3-n-propyl-3-phenylglutarate